2-((2-(2-bromophenyl)quinolin-7-yl)(hydroxy)methylene)malononitrile BrC1=C(C=CC=C1)C1=NC2=CC(=CC=C2C=C1)C(=C(C#N)C#N)O